S([O-])[O-].[Co+2] cobalt(II) sulfoxylate